C1(CCCC1)OC1=CC2=C(CN(CCC2)C2=CC(=C(C(=C2)C)C(C(=O)N)C(C)(C)C)C)C=C1 (4-(7-(cyclopentyloxy)-1,3,4,5-tetrahydro-2H-benzo[c]azepin-2-yl)-2,6-dimethylphenyl)-3,3-dimethylbutyramide